4-(3-chloro-4-fluorobenzyl)pyrrolidine-2-carboxamide ClC=1C=C(CC2CC(NC2)C(=O)N)C=CC1F